C1(=CC=CC=2C3=CC=CC=C3NC12)CCC=1OCCN1 2-(carbazolyl)ethyl-2-oxazoline